8-(4-(((tert-butyldimethylsilyl)oxy)-methyl)thiazol-2-yl)-1,4-dioxaspiro[4.5]decan-8-ol [Si](C)(C)(C(C)(C)C)OCC=1N=C(SC1)C1(CCC2(OCCO2)CC1)O